Methyl 4-[(1S)-1-[[1-[2-(Cyclohexylmethoxy)-4-pyridyl]cyclopentanecarbonyl]amino]ethyl]benzoate C1(CCCCC1)COC1=NC=CC(=C1)C1(CCCC1)C(=O)N[C@@H](C)C1=CC=C(C(=O)OC)C=C1